FC1(C(C1)[B-](F)(F)F)F (2,2-difluorocyclopropyl)-trifluoroborate